2-(2-(1-(Cyclopropylsulfonyl)-1H-pyrazol-4-yl)pyrimidin-4-yl)-5-(1-(difluoromethyl)-1H-pyrazol-3-yl)-N4-(((1r,4r)-4-((dimethylamino)methyl)cyclohexyl)methyl)pyridine-2,4-diamine C1(CC1)S(=O)(=O)N1N=CC(=C1)C1=NC=CC(=N1)C1(NC=C(C(=C1)NCC1CCC(CC1)CN(C)C)C1=NN(C=C1)C(F)F)N